2-(6-azaspiro[2.5]octan-6-yl)-6-((1-methoxy-2-methyl-2-propanyl)amino)-N-(6-((2R)-2-methyl-4-morpholinyl)-2-pyridinyl)-3-pyridinecarboxamide C1CC12CCN(CC2)C2=NC(=CC=C2C(=O)NC2=NC(=CC=C2)N2C[C@H](OCC2)C)NC(COC)(C)C